3-(2-Chloropyrimidin-5-yl)-5-((R)-1-(3,5-dichloropyridin-4-yl)ethoxy)-1-(tetrahydro-2H-pyran-2-yl)-1H-indazole ClC1=NC=C(C=N1)C1=NN(C2=CC=C(C=C12)O[C@H](C)C1=C(C=NC=C1Cl)Cl)C1OCCCC1